COC1=NC(=NN2C1=C(C=C2)C2=CC=1N(C=C2)N=CC1)NC1CC(C1)(O)C (1s,3s)-3-((4-methoxy-5-(pyrazolo[1,5-a]pyridin-5-yl)pyrrolo[2,1-f][1,2,4]triazin-2-yl)amino)-1-methylcyclobutan-1-ol